NC1=CC=C(C=C1)N1CC(CCC1)CC(C)O (1-(4-aminophenyl)piperidin-3-yl)propan-2-ol